Tert-Butyl 3-[6-(N-methylanilino)-3-pyridyl]azetidine-1-carboxylate CN(C1=CC=CC=C1)C1=CC=C(C=N1)C1CN(C1)C(=O)OC(C)(C)C